C12(CC(C1)C2)C(=O)OOC2CCC(C=1C(=NN(C21)C2=CC(=NC=C2)O[C@@H](C)C2=CC1=C(OC(O1)(F)F)C=C2)C(F)(F)F)C methyl-((1-(2-((S)-1-(2,2-difluorobenzo[d][1,3]dioxol-5-yl) ethoxy) pyridin-4-yl)-3-(trifluoromethyl)-4,5,6,7-tetrahydro-1H-indazol-7-yl) oxy) bicyclo[1.1.1]pentane-1-carboxylate